1-(2-ethylhexyl-amino)-1-ethyl-propyl-phosphonic acid di(2-ethylhexyl) ester C(C)C(COP(OCC(CCCC)CC)(=O)C(CC)(CC)NCC(CCCC)CC)CCCC